3-((4-(4-(2-(4-aminopiperidin-1-yl)ethyl)piperidin-1-yl)-2-fluorophenyl)amino)piperidine-2,6-dione NC1CCN(CC1)CCC1CCN(CC1)C1=CC(=C(C=C1)NC1C(NC(CC1)=O)=O)F